ClC1=C(CN2N=C3C4=C(CCC3=C2)OC(=C4C)C(=O)NC4=C(C=C(C=C4)OC)OC)C=CC=C1 2-(2-chlorobenzyl)-N-(2,4-dimethoxyphenyl)-8-methyl-4,5-dihydro-2H-furo[2,3-g]indazole-7-carboxamide